NC1CCN(CC1)C1=CC(=C(C(=N1)C1=CC(=C(C=C1)OC)O)C1=CC(=C(C=C1)C#N)F)C#N 6-(4-aminopiperidin-1-yl)-3-(4-cyano-3-fluorophenyl)-2-(3-hydroxy-4-methoxyphenyl)pyridin-4-carbonitrile